(3R)-3-{[2-(3,4-difluorophenyl)[1,2,4]triazolo[1,5-c]quinazolin-5-yl]amino}azepan-2-one FC=1C=C(C=CC1F)C1=NN2C(=NC=3C=CC=CC3C2=N1)N[C@H]1C(NCCCC1)=O